tert-butyl (3R,4R)-4-(4-fluoroanilino)-3-hydroxypiperidine-1-carboxylate FC1=CC=C(N[C@H]2[C@@H](CN(CC2)C(=O)OC(C)(C)C)O)C=C1